N1N=NC2=NC(=CC=C21)C=2C=CC(=C(C(=O)NC1=CC=C(C=C1)C1(CCCC1)C#N)C2)F 5-(1H-[1,2,3]Triazolo[4,5-b]pyridin-5-yl)-N-(4-(1-cyanocyclopentyl)phenyl)-2-fluorobenzamide